N1C=C(C2=CC=CC=C12)CCC1=NCCC2=CC(=C(C=C12)OCC1CC1)OC (R)-1-(2-(1H-indol-3-yl)ethyl)-7-(cyclopropylmeth-oxy)-6-methoxy-3,4-dihydroisoquinoline